1-(2-chloro-6-nitrophenyl)-1,4,5,6-tetrahydrocyclopenta[c]pyrazole ClC1=C(C(=CC=C1)[N+](=O)[O-])N1N=CC2=C1CCC2